COC(\C(=C\OC)\C1=C(C(=CC=C1)Cl)CBr)=O (E)-2-[2-(bromomethyl)-3-chloro-phenyl]-3-methoxy-prop-2-enoic acid methyl ester